C(C)(=O)OC[C@H]1[C@@H]([C@H]([C@](O1)(C#N)C1=CC=C2C(=NC=NN21)NC(CCC)=O)CC(=O)[O-])CC(=O)[O-] (2R,3R,4R,5R)-5-(Acetoxymethyl)-2-(4-butyrylaminopyrrolo[2,1-f][1,2,4]triazin-7-yl)-2-cyanotetrahydrofuran-3,4-diyldiacetate